N[C@H](COCCC(=O)N1CCN(CC1)C1=NC=C(C=N1)C(F)(F)F)C (S)-3-(2-Aminopropoxy)-1-(4-(5-(trifluoromethyl)pyrimidin-2-yl)piperazin-1-yl)propan-1-one